(4-benzoxazol-2-yl-phenyl)-(4-dibenzothiophen-2-yl-phenyl)-amine O1C(=NC2=C1C=CC=C2)C2=CC=C(C=C2)NC2=CC=C(C=C2)C2=CC1=C(SC3=C1C=CC=C3)C=C2